1-[(4-fluorophenyl)-methyl-carbamoyl]-4-[2-oxo-2-[N-(p-tolyl)anilino]ethyl]piperidine-4-carboxylic acid FC1=CC=C(C=C1)N(C(=O)N1CCC(CC1)(C(=O)O)CC(N(C1=CC=CC=C1)C1=CC=C(C=C1)C)=O)C